C(C1=CC=CC=C1)NC(=O)Cl N-benzylcarbamoyl chloride